5-methyl-2-(2-(1-oxo-6-phenoxy-3,4-dihydroisoquinolin-2(1H)-yl)acetyl)-2-azabicyclo[3.1.0]hexane-3-carboxamide CC12CC(N(C2C1)C(CN1C(C2=CC=C(C=C2CC1)OC1=CC=CC=C1)=O)=O)C(=O)N